4-{[3-(7-fluoro-8-{[(3S,4R)-3-fluoro-1-methylpiperidin-4-yl]amino}-3-(2,2,2-trifluoroethyl)imidazo[1,2-a]pyridin-2-yl)prop-2-yn-1-yl]amino}-3-methoxy-N-methylbenzamide FC1=C(C=2N(C=C1)C(=C(N2)C#CCNC2=C(C=C(C(=O)NC)C=C2)OC)CC(F)(F)F)N[C@H]2[C@H](CN(CC2)C)F